(S)-1'-(D-prolyl)-5,6-dichlorospiro[indoline-3,3'-pyrrolidin]-2-one N1[C@H](CCC1)C(=O)N1C[C@@]2(CC1)C(NC1=CC(=C(C=C12)Cl)Cl)=O